FC1=CC=C(C=C1)N(C(=O)C1=CC2=C(N=CN2C=2C=NC(=CC2)NC(=O)C=2C=NNC2)C(=C1)C)C N-(4-fluorophenyl)-N,7-dimethyl-3-[6-(1H-pyrazole-4-carbonylamino)-3-pyridyl]benzimidazole-5-carboxamide